ClC1=NC(=NC(=N1)Cl)C1=C(C(=C(C(=C1N1C2=C(C(=C(C(=C2C=2C(=C(C(=C(C12)[2H])[2H])[2H])[2H])[2H])[2H])[2H])[2H])[2H])[2H])[2H])N1C2=C(C(=C(C(=C2C=2C(=C(C(=C(C12)[2H])[2H])[2H])[2H])[2H])[2H])[2H])[2H] 9,9'-(2-(4,6-dichloro-1,3,5-triazin-2-yl)-1,3-phenylene-4,5,6-d3)bis(9H-carbazole-1,2,3,4,5,6,7,8-d8)